3-(1-(4-((2-(2,6-dioxopiperidin-3-yl)-1,3-dioxoisoindolin-4-ylamino)methyl)benzyl)azetidin-3-yl)benzonitrile O=C1NC(CCC1N1C(C2=CC=CC(=C2C1=O)NCC1=CC=C(CN2CC(C2)C=2C=C(C#N)C=CC2)C=C1)=O)=O